COC(=O)C=1C=C(C=C2C=NN(C12)CC=1N=NC(=CC1)C1=CC(=CC(=C1)OC)F)Cl 5-chloro-1-((6-(3-fluoro-5-methoxyphenyl)pyridazin-3-yl)methyl)-1H-Indazole-7-carboxylic acid methyl ester